C(C)(C)(C)OC(=O)N1C[C@H](CC1)NC1=NC(=C(C(=O)OC)C(=C1)C)C methyl (S)-6-((1-(tert-butoxycarbonyl)pyrrolidin-3-yl)amino)-2,4-dimethylnicotinate